OCN1C=CC2=C1N=CN=C2N([C@@H]2CC[C@H](CC2)CS(=O)(=O)NC)C 1-((trans)-4-((7-(hydroxymethyl)-7H-pyrrolo[2,3-d]pyrimidin-4-yl)(methyl)amino)cyclohexyl)-N-methyl-methanesulfonamide